5-[4-Amino-2-(N-(2-amino-1-methyl-2-oxoethyl)-4-fluoroanilino)thiazol-5-carbonyl]-N-[(cis)-2-fluorocyclopropyl]isoxazol-3-carboxamid NC=1N=C(SC1C(=O)C1=CC(=NO1)C(=O)N[C@H]1[C@H](C1)F)N(C1=CC=C(C=C1)F)C(C(=O)N)C